(4-([1,1'-biphenyl]-2-yl)-2-methylquinolin-6-yl)(4-methylpiperazin-1-yl)methanone C1(=C(C=CC=C1)C1=CC(=NC2=CC=C(C=C12)C(=O)N1CCN(CC1)C)C)C1=CC=CC=C1